COC1=C(CN(S(=O)(=O)C2=CC=CC=C2)CC2=C(N=NN2C)C2=CC=C(O[C@@H]3C[C@H](CCC3)C(=O)OC)C=C2)C=CC(=C1)OC |r| (+/-)-methyl (1S,3S)-3-(4-(5-((N-(2,4-dimethoxybenzyl)benzenesulfonamido) methyl)-1-methyl-1H-1,2,3-triazol-4-yl)phenoxy)cyclohexane-1-carboxylate